CN1C(C(=C(C2=CC(=CC=C12)C)N1CCC(CC1)SC1=CC=CC=C1)C#N)=O 1,6-dimethyl-2-oxo-4-[4-(phenylthio)piperidin-1-yl]-1,2-dihydroquinoline-3-carbonitrile